zirconium(IV) sulphate S(=O)(=O)([O-])[O-].[Zr+4].S(=O)(=O)([O-])[O-]